tert-butyl 4-(2-bromo-4-(2-((4-(tert-butyl)phenyl)amino)-2-oxoethyl)-5-ethyl-7-oxo-4,7-dihydro-[1,2,4]triazolo[1,5-a]pyrimidin-6-yl)piperazine-1-carboxylate BrC1=NN2C(N(C(=C(C2=O)N2CCN(CC2)C(=O)OC(C)(C)C)CC)CC(=O)NC2=CC=C(C=C2)C(C)(C)C)=N1